C(CC=C)[C@H]1[C@@H]2CC[C@H](CN1C(=O)OCC[Si](C)(C)C)N2C(=O)OC(C)(C)C 8-(tert-butyl) 3-(2-(trimethylsilyl) ethyl) (1S,2S,5R)-2-(but-3-en-1-yl)-3,8-diazabicyclo[3.2.1]octane-3,8-dicarboxylate